ClC(C(=O)C1=CC=C(C=C1)N1CCOCC1)CC 2-chloro-1-(4-morpholinylphenyl)-1-butanone